C[C@H](CCCCCC)C1=NOC(=N1)CC(C(=O)O)=C (R)-2-((3-(oct-2-yl)-1,2,4-oxadiazol-5-yl)methyl)acrylic acid